spiro[cyclopropane-1,3'-pyrrolo[3,2-b]pyridine]-1'(2'H)-carboxamide N1(CC2(C3=NC=CC=C31)CC2)C(=O)N